iron (2+) bis((cyclopent-2,4-diyn-1-yl)diphenyl-λ4-Phosphine) palladium dichloride [Pd](Cl)Cl.C1(C#CC#C1)[PH](C1=CC=CC=C1)C1=CC=CC=C1.C1(C#CC#C1)[PH](C1=CC=CC=C1)C1=CC=CC=C1.[Fe+2]